C(C)OC(C)N1N=CC(=C1)C1=CC(=NC=N1)N 6-(1-(1-Ethoxyethyl)-1H-pyrazol-4-yl)pyrimidin-4-amine